3,4-diethoxy-5-methoxyphenylacetylene C(C)OC=1C=C(C=C(C1OCC)OC)C#C